2-((5-chloro-2-((2-(difluoromethoxy)-4-((1R,4R)-5-methyl-2,5-diazabicyclo[2.2.1]heptan-2-yl)phenyl)amino)pyrimidin-4-yl)amino)thiophene-3-carboxamide ClC=1C(=NC(=NC1)NC1=C(C=C(C=C1)N1[C@H]2CN([C@@H](C1)C2)C)OC(F)F)NC=2SC=CC2C(=O)N